5-(2-ethoxy-2-oxoethyl)-2-oxopiperidine-1-carboxylic acid tert-butyl ester C(C)(C)(C)OC(=O)N1C(CCC(C1)CC(=O)OCC)=O